NC1=C(C(=O)O)C=C(C(=C1)Br)OC1CCN(CC1)C(=O)OC(C)(C)C 2-Amino-4-bromo-5-((1-(tert-butoxycarbonyl)piperidin-4-yl)oxy)benzoic acid